C(C)(=O)C1=C(C=C(C=C1)C(F)(F)F)CC#N 2-(2-acetyl-5-(trifluoromethyl)phenyl)acetonitrile